(R)-2-(3'-((7-((3-hydroxypyrrolidin-1-yl)methyl)-2-methylpyrido[3,2-d]pyrimidin-4-yl)amino)-2,2'-dimethyl-[1,1'-biphenyl]-3-yl)benzo[d]oxazole-7-carbonitrile O[C@H]1CN(CC1)CC1=CC=2N=C(N=C(C2N=C1)NC=1C(=C(C=CC1)C1=C(C(=CC=C1)C=1OC2=C(N1)C=CC=C2C#N)C)C)C